C1(CC1)N1N=CC(=C1)[C@@H]1OCC[C@@H](C1)C1=NC2=NC(=C(N=C2C(=N1)C1=C(C=C(C=C1)OC(F)F)F)C)C 2-[(2R,4S)-2-(1-cyclopropylpyrazol-4-yl)tetrahydropyran-4-yl]-4-[4-(difluoromethoxy)-2-fluoro-phenyl]-6,7-dimethyl-pteridine